N-(2-((2-(Dimethylamino)ethyl)(methyl)amino)-4-methyl-5-((4-(3-methyl-2-oxo-2,3-dihydro-1H-benzo[d]imidazol-1-yl)pyrimidin-2-yl)amino)phenyl)acrylamide CN(CCN(C1=C(C=C(C(=C1)C)NC1=NC=CC(=N1)N1C(N(C2=C1C=CC=C2)C)=O)NC(C=C)=O)C)C